C(C)(C)N([SiH](N(C(C)C)C(C)C)N(C(C)C)C(C)C)C(C)C N,N,N',N',N'',N''-hexaisopropylsilanetriamine